N-(3-(dimethylamino)propyl)-2,4,6-triisopropylbenzenesulfonamide CN(CCCNS(=O)(=O)C1=C(C=C(C=C1C(C)C)C(C)C)C(C)C)C